C(CCCCCCCCCCCCCCCCC)OC(C1=CC(=C(C(=C1)C(C)(C)C)O)C(C)(C)C)=O octadecyl-3,5-di-tert-butyl-4-hydroxybenzoate